4-(9-ethyl-8-(pyridin-4-yl)-2-(3-(tetrahydro-2H-pyran-4-yl)-1H-pyrazol-1-yl)-9H-purin-6-yl)morpholine C(C)N1C2=NC(=NC(=C2N=C1C1=CC=NC=C1)N1CCOCC1)N1N=C(C=C1)C1CCOCC1